tert-Butyl 4-(((4-((5-Cyclopropyl-1H-pyrazol-3-yl)amino)pyrimidin-2-yl)amino)methyl)-2-azabicyclo[2.1.1]hexane-2-carboxylate C1(CC1)C1=CC(=NN1)NC1=NC(=NC=C1)NCC12CN(C(C1)C2)C(=O)OC(C)(C)C